(R)-6-(1-methyl-1H-pyrazol-4-yl)-4-(1-(3-nitrophenyl)ethoxy)pyrazolo[1,5-a]pyridine-3-carbonitrile CN1N=CC(=C1)C=1C=C(C=2N(C1)N=CC2C#N)O[C@H](C)C2=CC(=CC=C2)[N+](=O)[O-]